C(C)O/C=C/C1=C(C(=O)O)C=CC=C1 [(1E)-2-ethoxyethenyl]benzoic acid